OC1=C(C=C(C=C1)CCOC(C(=C)C)=O)N1N=C2C(=N1)C=CC=C2 2-(2'-hydroxy-5-methacrylyloxyethylphenyl)-2H-benzotriazole